ClC=1C(=CC2=C(C[C@](O2)(C2=CC=CC=C2)CN(C(OC(C)(C)C)=O)C)C1C1=C(C(=CC=C1C#N)OC)F)F tert-butyl (((2S,4R)-5-chloro-4-(6-cyano-2-fluoro-3-methoxyphenyl)-6-fluoro-2-phenyl-2,3-dihydrobenzofuran-2-yl)methyl)(methyl)carbamate